COC1=C(CN2C[C@@H]3C[C@@H]([C@H](C2)N3C(=O)OC(C)(C)C)OC)C=CC(=C1)OC tert-butyl (1S,5S,6S)-3-(2,4-dimethoxybenzyl)-6-methoxy-3,8-diazabicyclo[3.2.1]octane-8-carboxylate